BrC=1C=C(C(=NC1)N)O[C@@H](C)C1=C(C(=CC=C1Cl)F)Cl (S)-5-bromo-3-(1-(2,6-dichloro-3-fluorophenyl)ethoxy)pyridin-2-amine